C(C)OC(/C(/C=N/O)=N/NC1=C(C=C(C=C1)Cl)Cl)=O.ClC1=C(C=CC(=C1)Cl)N1N=CC(=N1)C(=O)OCC Ethyl 2-(2,4-dichlorophenyl)-2H-1,2,3-triazole-4-carboxylate Ethyl-(2E,3E)-2-[2-(2,4-dichlorophenyl)hydrazinylidene]-3-(hydroxyimino)propanoate